N-(5-(tert-butyl)isoxazol-3-yl)-1-((3-methyl-1H-pyrazolo[3,4-b]pyridin-5-yl)methyl)indoline-6-carboxamide C(C)(C)(C)C1=CC(=NO1)NC(=O)C1=CC=C2CCN(C2=C1)CC=1C=C2C(=NC1)NN=C2C